ClC1=CC=C(S1)CNC1=CC(=NN1)C1CC2CCC(C1)N2S(=O)(=O)C N-[(5-Chlorothiophen-2-yl)methyl]-3-{8-methansulfonyl-8-azabicyclo[3.2.1]octan-3-yl}-1H-pyrazol-5-amin